tert-butyl N-(tert-butoxycarbonyl)-N-(4-[3-[(3-ethynyl-2-methoxyphenyl)amino]-4-oxo-1H,5H,6H,7H-pyrrolo[3,2-c]pyridin-2-yl]pyrimidin-2-yl)carbamate C(C)(C)(C)OC(=O)N(C(OC(C)(C)C)=O)C1=NC=CC(=N1)C1=C(C=2C(NCCC2N1)=O)NC1=C(C(=CC=C1)C#C)OC